6-chlorothieno[2,3-b]pyridine-2-carboxylic acid methyl ester COC(=O)C1=CC=2C(=NC(=CC2)Cl)S1